2-(7-(4-(tert-butoxycarbonyl)piperazin-1-yl)-6-ethyl-3-methyl-8-oxopyrido[2,3-b]pyrazin-5(8H)-yl)acetic acid C(C)(C)(C)OC(=O)N1CCN(CC1)C=1C(C=2C(=NC(=CN2)C)N(C1CC)CC(=O)O)=O